C(C)(=O)N[C@H]1[C@H](O[C@@H]([C@@H]([C@@H]1OC(C)=O)OC(C)=O)COC(C)=O)CCCCCC(=O)O 6-((2R,3S,4R,5R,6R)-3-acetamido-4,5-diacetoxy-6-(acetoxymethyl)tetrahydro-2H-pyran-2-yl)hexanoic acid